C(C)(C)C1C(N(CC1)C=C)=O isopropyl-N-vinylpyrrolidone